(S)-3-amino-3-(3-(6-methoxypyridin-3-yl)phenyl)propanoic acid ethyl ester C(C)OC(C[C@@H](C1=CC(=CC=C1)C=1C=NC(=CC1)OC)N)=O